1-((1-(4-fluoro-2-(1-hydroxyethyl)phenyl)-1H-pyrazol-5-yl)methyl)-1H-pyrazole-4-carbonitrile FC1=CC(=C(C=C1)N1N=CC=C1CN1N=CC(=C1)C#N)C(C)O